CC1NCCN(C1)N 2-methyl-4-aminopiperazine